7-chloro-4,4-difluoro-1-(4-methylbenzenesulfonyl)-2,3,4,5-tetrahydro-1H-1-benzazepin-5-one ClC=1C=CC2=C(C(C(CCN2S(=O)(=O)C2=CC=C(C=C2)C)(F)F)=O)C1